C(N)(=O)C=1SC=C(N1)COC1=CC=CC(=N1)C1=CC(=C(CC2=NC3=C(N2C[C@H]2OCC2)C=C(C=C3)C(=O)O)C=C1F)F (S)-2-(4-(6-((2-carbamoylthiazol-4-yl)methoxy)pyridin-2-yl)-2,5-difluorobenzyl)-1-(oxetan-2-ylmethyl)-1H-benzo[d]imidazole-6-carboxylic acid